3-(1-OXOISOINDOLIN-2-YL)PIPERIDIN-2,6-DION O=C1N(CC2=CC=CC=C12)C1C(NC(CC1)=O)=O